C(C)OCCOCCOCCOCCOCCOCCO 2-(2-(2-(2-(2-(2-ethoxyethoxy)ethoxy)ethoxy)ethoxy)ethoxy)ethanol